4-benzyl-6-chloro-3-[(E)-3-(p-tolyl)prop-2-enoyl]-1H-quinolin-2-one C(C1=CC=CC=C1)C1=C(C(NC2=CC=C(C=C12)Cl)=O)C(\C=C\C1=CC=C(C=C1)C)=O